5-[3-(2-fluorophenyl)-1,2,4-thiadiazol-5-yl]-1-(propan-2-yl)-1H-indole FC1=C(C=CC=C1)C1=NSC(=N1)C=1C=C2C=CN(C2=CC1)C(C)C